pentafluorobenzyl acrylate Pentafluorobenzyl-methacrylate FC1=C(C(=C(C(=C1CC=C(C(=O)O)C)F)F)F)F.C(C=C)(=O)OCC1=C(C(=C(C(=C1F)F)F)F)F